C(C)OC[C@H](C(C)(O)C)N1C(=NC=2C=NC=3C=CC=CC3C21)C (3R)-4-ethoxy-2-methyl-3-(2-methylimidazo[4,5-c]quinolin-1-yl)butan-2-ol